(R)-2-((R)-2-oxo-4-propylpyrrolidin-1-yl)butyramide O=C1N(C[C@@H](C1)CCC)[C@@H](C(=O)N)CC